FC(C=1C=C(C=CC1)CCCC#N)(F)F 4-[3-(trifluoromethyl)phenyl]butyronitrile